(3S)-1'-[5-(cyclohexylsulfanyl)pyrazin-2-yl]-1,3-dihydrospiro[indene-2,4'-piperidin]-3-amine C1(CCCCC1)SC=1N=CC(=NC1)N1CCC2(CC1)CC1=CC=CC=C1[C@H]2N